FC(C=1C(=NC=CC1)CN1C(C(=CC=2C1=NC(=CN2)C)C2CCC(CC2)C2=C(C=CC=C2C)F)=O)F 5-((3-(difluoromethyl)pyridin-2-yl)methyl)-7-((1r,4r)-4-(2-fluoro-6-methylphenyl)cyclohexyl)-3-methylpyrido[2,3-b]pyrazin-6(5H)-one